ClC=1C(=C2C=NNC2=C(C1F)CSC)C=1N=CC=2N(C1)C=C(N2)NC(=O)[C@H]2[C@H](C2)F (1S,2S)-N-(6-(5-chloro-6-fluoro-7-((methylthio)methyl)-1H-indazol-4-yl)imidazo[1,2-a]pyrazin-2-yl)-2-fluorocyclopropane-1-carboxamide